F[C@@H]1[C@@H]2CC[C@H](C[C@H]1N(C=1N=NC(=CN1)C1=C(C=C(C=C1)N1N=C(N=N1)C)O)C)N2 2-(3-(((1S,2R,3R,5R)-2-fluoro-8-azabicyclo[3.2.1]octan-3-yl)(methyl)amino)-1,2,4-triazin-6-yl)-5-(5-methyl-2H-tetrazol-2-yl)phenol